bis(3,5-dihexyl-4-(vinylthio) phenyl) sulfide C(CCCCC)C=1C=C(C=C(C1SC=C)CCCCCC)SC1=CC(=C(C(=C1)CCCCCC)SC=C)CCCCCC